C(=O)C1=C(C=C2CCCN(C2=N1)C(=O)N)CN1C(C(CC1)OC)=C=O 7-formyl-6-((3-methoxy-2-carbonylpyrrolidin-1-yl)methyl)-3,4-dihydro-1,8-naphthyridin-1(2H)-carboxamide